C(=CC)N1CCN(CC1)C1=NC=NC2=CC(=C(C=C12)Cl)C1=NC(=CC2=CC=CC=C12)NC(=O)C1CC1 N-(1-(4-(4-propenylpiperazin-1-yl)-6-chloroquinazolin-7-yl)isoquinolin-3-yl)cyclopropanecarboxamide